FC=1C=C(C=CC1)[C@H]1CC[C@H](CC1)OC[C@@H]1N(CCC[C@@H]1NS(=O)(=O)C)C(=O)OC1CC1 cyclopropyl (2R,3S)-2-(((cis-4-(3-fluorophenyl) cyclohexyl)oxy)-methyl)-3-((methylsulfonyl) amino)piperidine-1-carboxylate